trans-1-[[4-[(3S)-3-pyrazin-2-ylisoxazolidine-2-carbonyl]cyclohexyl]methyl]indazole-5-carbonitrile N1=C(C=NC=C1)[C@H]1N(OCC1)C(=O)[C@@H]1CC[C@H](CC1)CN1N=CC2=CC(=CC=C12)C#N